COCCN1[C@@H]([C@H](CCC1)C1=CC=2C(=NC=CC2NC=2C=CC3=C(N=CS3)C2)S1)C N-(2-((2R,3S)-1-(2-methoxyethyl)-2-methylpiperidin-3-yl)thieno[2,3-b]pyridin-4-yl)benzo[d]thiazol-5-amine